2-azido-3-(2-methoxythiazol-4-yl)prop-2-enoic acid ethyl ester C(C)OC(C(=CC=1N=C(SC1)OC)N=[N+]=[N-])=O